methyl (S)-3-((2-amino-4-((1-((tert-butyldiphenylsilyl)oxy) pentan-2-yl)amino)-6-methylpyrimidin-5-yl)methyl)-4-methoxybenzoate NC1=NC(=C(C(=N1)N[C@H](CO[Si](C1=CC=CC=C1)(C1=CC=CC=C1)C(C)(C)C)CCC)CC=1C=C(C(=O)OC)C=CC1OC)C